(E)-4-(3-chloro-4-(9-(3-chlorobenzyl)-6-(1-methylcyclopropoxy)-9H-purin-8-yl)phenoxy)-2-methylbut-2-enoic acid ClC=1C=C(OC/C=C(/C(=O)O)\C)C=CC1C=1N(C2=NC=NC(=C2N1)OC1(CC1)C)CC1=CC(=CC=C1)Cl